N-([1,1'-biphenyl]-4-yl)-N-(4-bromophenyl)-[1,1':4',1''-terphenyl]-4-amine C1(=CC=C(C=C1)N(C1=CC=C(C=C1)C1=CC=C(C=C1)C1=CC=CC=C1)C1=CC=C(C=C1)Br)C1=CC=CC=C1